O.O.[Sn](Cl)Cl.OC1(C(COC1)C1=CC(=CC=C1)O)C1=CC(=CC=C1)O 4-hydroxy-3,4-bis(3-hydroxyphenyl)dihydrofuran tin (II) dichloride dihydrate